N-cyclopropyl-N-methyl-4-{2-[(piperidin-3-yl)amino]-5-(trifluoromethyl)pyrimidin-4-yl}-1H-pyrrol-2-carboxamide C1(CC1)N(C(=O)C=1NC=C(C1)C1=NC(=NC=C1C(F)(F)F)NC1CNCCC1)C